ClC1=NC=C(C(=N1)NC1CCC1)C(=O)NC1=C(C=CC=C1C)C 2-chloro-4-(cyclobutylamino)-N-(2,6-DIMETHYLPHENYL)pyrimidine-5-carboxamide